C1(CC1)C=1C=CC(=NC1)C(C(=O)NCC=1C=C2CN(C(C2=CC1)=O)C1C(NC(CC1)=O)=O)(F)F 2-(5-cyclopropylpyridin-2-yl)-N-((2-(2,6-dioxopiperidin-3-yl)-1-oxoisoindolin-5-yl)methyl)-2,2-difluoroacetamide